3-bromo-2-fluoro-4-iodoaniline BrC=1C(=C(N)C=CC1I)F